tert-butyl (3S)-3-[[2-chloro-5-[(2-fluoro-6-methyl-anilino)methyl]-4-pyridyl]amino]pyrrolidine-1-carboxylate ClC1=NC=C(C(=C1)N[C@@H]1CN(CC1)C(=O)OC(C)(C)C)CNC1=C(C=CC=C1C)F